C(=O)(O)C(CC1=C2C=C(NC2=CC=C1)CCN(CC=1C=C(C=CC1)CC(C(=O)O)C1CNCC1)CC=1C=C(C=CC1)CC(C(=O)O)C1CNCC1)C1CNCC1 3,3'-((((2-(4-(2-carboxy-2-(pyrrolidin-3-yl)ethyl)-1H-indol-2-yl)ethyl)azanediyl)bis(methylene))bis(3,1-phenylene))bis(2-(pyrrolidin-3-yl)propanoic acid)